ClC1(C2CCCCN(C12)C(=O)OCC1=CC=CC=C1)Cl Benzyl 8,8-dichloro-2-azabicyclo[5.1.0]octane-2-carboxylate